(4-chlorophenyl)-4(3H)-quinazolinone ClC1=CC=C(C=C1)C1=NC2=CC=CC=C2C(N1)=O